C(CC)C(C(=O)O)=C propyl-(acrylic acid)